C1(=CC=CC=C1)S(=O)(=O)N1C=C(C=2C1=NC=CC2)C=2N=C(SC2)C=2C=C(C=CC2)[C@@]2(CCC1=C2N=CS1)O (R)-4-(3-(4-(1-(phenylsulfonyl)-1H-pyrrolo[2,3-b]pyridin-3-yl)thiazol-2-yl)phenyl)-5,6-dihydro-4H-cyclopenta[d]thiazol-4-ol